CC=1C=CC(=NC1N1CCNCC1)NC1=CC2=C(C=N1)SC(=N2)N2N=CC=C2C 5-Methyl-N-[2-(5-methyl-1H-pyrazol-1-yl)-[1,3]thiazolo[5,4-c]pyridin-6-yl]-6-(piperazin-1-yl)pyridin-2-amine